ClC1=NN2C(C(=N1)NC=1N=CN(C1)C=1N=CN(C1)C1CCC1)=CC=C2 2-chloro-N-(1'-cyclobutyl-1'h-[1,4'-biimidazol]-4-yl)pyrrolo[2,1-f][1,2,4]triazin-4-amine